hexaanimine ruthenium (II) chloride [Ru](Cl)Cl.C(CCCCC)=N